C(CCCCCCC)[Al](Cl)Cl n-octylaluminium dichloride